benzenesulfonic acid tributylmethylphosphonium salt C(CCC)[P+](C)(CCCC)CCCC.C1(=CC=CC=C1)S(=O)(=O)[O-]